C[Si](C)(C)N([Si](C)(C)C)[Na] (bistrimethylsilylamino)sodium